ethyl (E)-3-(1-cyclopropyl-4-methyl-1H-benzo[d][1,2,3]triazol-5-yl)acrylate C1(CC1)N1N=NC2=C1C=CC(=C2C)/C=C/C(=O)OCC